xanthene-ol C1=CC=CC=2OC3=CC=CC=C3C(C12)O